BrC1=CC=C(C=2CCN(CCC21)CC2=CC=C(C(=O)NO)C=C2)OC 4-((6-bromo-9-methoxy-1,2,4,5-tetrahydro-3H-benzo[d]azepin-3-yl)methyl)-N-hydroxybenzamide